NC1=CC=C(C=C1)C1=NN(C(=C1C(=O)N)NC1=CC(=NC=C1)OC)C(C)(C)C 3-(4-aminophenyl)-1-(tert-butyl)-5-((2-methoxypyridin-4-yl)amino)-1H-pyrazole-4-carboxamide